C(OC(CC\C=C\C1=CC(=C(C=C1)Cl)Cl)(C)C)([O-])=O (E)-3-(3,4-Dichlorophenyl)allyl-tert-butyl carbonate